2-[(6-chloro-5-fluoropyridin-3-yl)oxy]-N-{1-[5-(4-chlorophenyl)-1,3,4-oxadiazol-2-yl]piperidin-4-yl}acetamide butyl-4-(2-ethoxy-2-oxoethoxy)-4-methylbenzoate C(CCC)OC(C1=CCC(C=C1)(C)OCC(=O)OCC)=O.ClC1=C(C=C(C=N1)OCC(=O)NC1CCN(CC1)C=1OC(=NN1)C1=CC=C(C=C1)Cl)F